4-amino-N,N-dimethyl-3-nitroaniline CN(C)C1=CC(=C(C=C1)N)[N+](=O)[O-]